ClC=1C(=C(OCCC[C@H](COC)N)C=CC1Cl)CC1=CN=C2C(=NC=NN21)SC (R)-5-(3,4-dichloro-2-((4-(methylthio)imidazo[2,1-f][1,2,4]triazin-7-yl)methyl)phenoxy)-1-methoxypentan-2-amine